C(C)(C)(C)C1=CC=C(C=C1)C=C(CC(C#N)C#N)C trans-2-[3-(4-Tert-butylphenyl)-2-methyl-2-propenyl]malononitrile